(2-(2-(2-hydroxyethoxy)ethoxy)ethyl)-1-methylimidazoline-2,4-dione OCCOCCOCCC1C(NC(N1C)=O)=O